bromo-2-(difluoromethoxy)isonicotinic acid methyl ester COC(C1=C(C(=NC=C1)OC(F)F)Br)=O